(S)-1-(Difluoromethyl)-N'-((3-methyl-2-(trifluoromethyl)-6,7-dihydro-5H-cyclopenta[b]pyridin-4-yl)carbamoyl)-1H-pyrazole-3-sulfonimidamide FC(N1N=C(C=C1)[S@](=O)(N)=NC(NC1=C2C(=NC(=C1C)C(F)(F)F)CCC2)=O)F